FC(C1=CN=CC(=N1)C1=CN=C(S1)C(=O)OC)(F)F methyl 5-[6-(trifluoromethyl) pyrazin-2-yl]-1,3-thiazole-2-carboxylate